N-[(5-methylfuran-2-yl)methyl]-3-[(4-phenylpyrimidin-2-yl)amino]benzamide CC1=CC=C(O1)CNC(C1=CC(=CC=C1)NC1=NC=CC(=N1)C1=CC=CC=C1)=O